(R)-Methyl 6-(3,5-dimethylisoxazol-4-yl)-4-((3-fluoropyridin-2-yl)(tetrahydro-2H-pyran-4-yl)methyl)-1-methyl-1,4-dihydropyrazolo[3',4':4,5]pyrrolo[3,2-b]pyridine-3-carboxylate CC1=NOC(=C1C=1C=C2C(=NC1)C1=C(N2[C@H](C2CCOCC2)C2=NC=CC=C2F)C(=NN1C)C(=O)OC)C